(3S)-1-[(2R)-2-[4-(2-chloro-4-fluoro-phenyl)-2-oxo-chromen-7-yl]oxypropionyl]pyrrolidine-3-carboxylic acid methyl ester COC(=O)[C@@H]1CN(CC1)C([C@@H](C)OC1=CC=C2C(=CC(OC2=C1)=O)C1=C(C=C(C=C1)F)Cl)=O